BrC1=NC=2N(C(N(C(C2N1C)=O)CC=1N(C2=CC=CC(=C2C1)OC)C(=O)OC(C)(C)C)=O)C tert-Butyl 2-((8-bromo-3,7-dimethyl-2,6-dioxo-2,3,6,7-tetrahydro-1H-purin-1-yl)methyl)-4-methoxy-1H-indole-1-carboxylate